FC1(CC(C1)NC1=NN2C(C=N1)=C(C=C2)C=2C=NC=1N(C2)C(=CN1)C)F N-(3,3-difluorocyclobutyl)-5-(3-methylimidazo[1,2-a]pyrimidin-6-yl)pyrrolo[2,1-f][1,2,4]triazin-2-amine